COC(=O)C(CCC(C(=O)O)(C1=CC=CC=C1)C1=CC=CC=C1)(CCCC(=O)O)C(=O)OC 5,5-bis(methoxycarbonyl)-2,2-diphenylazelaic acid